CS(=C1NC=CC(N1)=O)(C)(C)C tetramethyl-thiouracil